C(C1=CC=CC=C1)N1N=CC(=C1)NC(C1=C(C=CC(=C1)C=1C=CC=2N(N1)C=C(N2)NC(C)=O)C)=O N-(1-benzyl-1H-pyrazol-4-yl)-5-{2-acetamidoimidazo[1,2-b]pyridazin-6-yl}-2-methylbenzamide